BrC=1C2(C3=CC=C(C=C3C1)C)CCC1(CC2)OCCO1 2''-bromo-5''-methyldispiro[[1,3]dioxolane-2,1'-cyclohexane-4',1''-inden]